CC1=NN2C(N(CCC2)C(CCC(=O)NC2=NC=C(C=C2)C2=NC(=CN=C2)C)=O)=C1 4-(2-methyl-6,7-dihydropyrazolo[1,5-a]pyrimidin-4(5H)-yl)-N-(5-(6-methylpyrazin-2-yl)pyridin-2-yl)-4-oxobutanamide